C1(C2=CC=C(C(=O)OC3=CC=C(C=C3)O1)C=C2)=O p-Phenylene Terephthaloate